CN1C(=NC(=C1C=1C=C2C=NN(C2=CC1)C)C1=C2C=NNC2=CC=C1C)C1CC2(CN(C2)C(C=C)=O)C1 1-[6-[1-methyl-5-(1-methylindazol-5-yl)-4-(5-methyl-1H-indazol-4-yl)imidazol-2-yl]-2-azaspiro[3.3]heptan-2-yl]prop-2-en-1-one